(1R,3S)-N-(7-chloro-6-(4-((3R,4R)-4-hydroxy-3-methyltetrahydrofuran-3-yl)piperazin-1-yl)isoquinolin-3-yl)-5-oxaspiro[2.4]heptane-1-carboxamide ClC1=C(C=C2C=C(N=CC2=C1)NC(=O)[C@@H]1C[C@@]12COCC2)N2CCN(CC2)[C@@]2(COC[C@@H]2O)C